2-fluoromethyl-3,3,3-trifluoropropene FCC(=C)C(F)(F)F